O=C1NC(CCC1NC1=CC(=C(C=C1)N1CC(C(CC1)N1CCC(CC1)C(=O)OC(C)(C)C)(F)F)F)=O tert-butyl 1'-(4-((2,6-dioxopiperidin-3-yl)amino)-2-fluorophenyl)-3',3'-difluoro-[1,4'-bipiperidine]-4-carboxylate